Naphthalen-1-ylmethyl (1s,4s)-4-(2-fluoro-4-methoxy-5-((4-methyl-2-(((1-methylcyclobutyl)methyl)carbamoyl)phenyl)carbamoyl)phenoxy)-1-methylcyclohexane-1-carboxylate FC1=C(OC2CCC(CC2)(C(=O)OCC2=CC=CC3=CC=CC=C23)C)C=C(C(=C1)OC)C(NC1=C(C=C(C=C1)C)C(NCC1(CCC1)C)=O)=O